C(C)(C)(C)OC(=O)N1CC(C1)C(=O)N1CCN(CC1)C1=NC=C(C=N1)C(F)(F)F 3-(4-(5-(trifluoromethyl)pyrimidin-2-yl)piperazine-1-carbonyl)azetidine-1-carboxylic acid tert-butyl ester